[1,2,3]triazolo[1,5-a]pyridin-6-amine N1=NC=C2N1C=C(C=C2)N